C(C1=CC=CC=C1)OC=1C=C2CCN3[C@H](C2=CC1OC)C[C@@H]([C@H](C3)OC(C)(C)C)O (2S,3S,11bS)-9-(benzyloxy)-3-(tert-butoxy)-10-methoxy-1,3,4,6,7,11b-hexahydro-2H-pyrido[2,1-a]isoquinolin-2-ol